NC1=NC(=C(C(=N1)N)C#N)NC(C)C=1C(=NC2=CC(=CC=C2C1)F)C1=CC(=CC(=C1)F)F 2,4-Diamino-6-{1-[2-(3,5-difluoro-phenyl)-7-fluoro-quinolin-3-yl]-ethylamino}-pyrimidine-5-carbonitrile